Cl.O=C1NC(CCC1N1C(C2=CC=C(C=C2C1=O)C1CCNCC1)=O)=O 2-(2,6-dioxopiperidin-3-yl)-5-(piperidin-4-yl)isoindole-1,3-dione hydrochloride